NC1=NC(=C(C(=N1)CCC(=O)O)CC1=C(C=CC=C1)OC)N[C@H](CCO)CCCC (S)-3-(2-amino-6-((1-hydroxyhept-3-yl)amino)-5-(2-methoxybenzyl)pyrimidin-4-yl)propionic acid